C(C)(C)NCC(COC1=CC=CC=C1)O (isopropylamino)-3-phenoxypropan-2-ol